C(C)C1C(C(CCC1(C)C)S)CCOC 3-Ethyl-2-(2-methoxyethyl)-4,4-dimethyl-cyclohexanethiol